P([O-])(=O)N amido-phosphonate